2-chloro-1,2-difluoroethylene ClC(=CF)F